1-(3-((4,4-bis(((Z)-oct-5-en-1-yl)oxy)butanoyl)oxy)-2-(((4-(((2-(pyrrolidin-1-yl)ethyl)carbamoyl)oxy)decanoyl)oxy)methyl)propyl) 7-(pentadecan-8-yl) heptanedioate C(CCCCCC(=O)OC(CCCCCCC)CCCCCCC)(=O)OCC(COC(CCC(OCCCC\C=C/CC)OCCCC\C=C/CC)=O)COC(CCC(CCCCCC)OC(NCCN1CCCC1)=O)=O